N-(3-methylsulfinylphenyl)-2-[4-(trifluoromethoxy)phenoxy]-5-(trifluoromethyl)pyridine-3-carboxamide CS(=O)C=1C=C(C=CC1)NC(=O)C=1C(=NC=C(C1)C(F)(F)F)OC1=CC=C(C=C1)OC(F)(F)F